FC1=C(C=C(C=C1)NC(=O)C=1N(C(=C2C(NC(C(C21)C)C)=O)C)C)C N-(4-fluoro-3-methylphenyl)-2,3,6,7-tetramethyl-4-oxo-4,5,6,7-tetrahydro-2H-pyrrolo[3,4-c]pyridine-1-carboxamide